CC1(CC=C(CC1)CCC1OCC(CO1)(CO)CO)C (2-(2-(4,4-dimethylcyclohex-1-en-1-yl)ethyl)-1,3-dioxane-5,5-diyl)dimethanol